CC1(OB(OC1(C)C)C1=CC=C(C=C1)CC1(CCOCC1)O)C 4-{[4-(4,4,5,5-tetramethyl-1,3,2-dioxaborolan-2-yl)phenyl]methyl}oxan-4-ol